BrC1=CC=C(C=C1)F 1-Bromo-4-fluorobenzol